C(#N)C1=CC(=C(COC2=CC=CC(=N2)C2=CC(=C(CC3=NC=4C(=NC(=CC4)C(=O)O)N3C[C@H]3OCC3)C=C2)F)C=C1)F (S)-2-(4-(6-((4-cyano-2-fluorobenzyl)oxy)pyridin-2-yl)-2-fluorobenzyl)-3-(oxetan-2-ylmethyl)-3H-imidazo[4,5-b]pyridine-5-carboxylic acid